6-(2-(1-(ethylamino)-2,2,2-trifluoroethyl)-5-methoxypyridin-4-yl)-[1,2,4]triazolo[1,5-a]pyrazin-8-ol C(C)NC(C(F)(F)F)C1=NC=C(C(=C1)C=1N=C(C=2N(C1)N=CN2)O)OC